2-phenyl-4-(3-phenylphenyl)-6-[2-(4,4,5,5-tetramethyl-1,3,2-dioxaborolan-2-yl)phenyl]-1,3,5-triazine C1(=CC=CC=C1)C1=NC(=NC(=N1)C1=CC(=CC=C1)C1=CC=CC=C1)C1=C(C=CC=C1)B1OC(C(O1)(C)C)(C)C